C(C)(C)(C)OC(=O)N1[C@H]([C@H](C(C1)(F)F)NS(=O)(=O)C)CC1=CC(=CC=C1)Cl (2S,3R)-2-[(3-chlorophenyl)methyl]-4,4-difluoro-3-[(methylsulfonyl)amino]pyrrolidine-1-carboxylic acid tert-butyl ester